N-Boc-1,2,3,4-tetrahydroquinoline-7-carboxylic acid C(=O)(OC(C)(C)C)N1CCCC2=CC=C(C=C12)C(=O)O